NC=1C=C(C=CC1)S(=O)(=NC)NC(=O)C=1C(=NC(=CC1)C(C)(C)C)OC1=C(C=C(C=C1C)C)C N-[S-(3-Aminophenyl)-N-methyl-sulfonimidoyl]-6-tert-butyl-2-(2,4,6-trimethylphenoxy)pyridin-3-carboxamid